tert-butyl 3-(3-(2-(1-methyl-1H-pyrazol-4-yl)-3H-imidazo[4,5-b]pyridin-7-yl)-3,8-diazabicyclo[3.2.1]octan-8-yl)azetidine-1-carboxylate CN1N=CC(=C1)C1=NC=2C(=NC=CC2N2CC3CCC(C2)N3C3CN(C3)C(=O)OC(C)(C)C)N1